ClC(C[Na])CO 2-chloro-3-hydroxypropyl-sodium